1-butyl-N'-(2-fluorophenyl)-3-oxo-1,3-dihydroisobenzofuran-5-carboxylic acid hydrazide C(CCC)C1OC(C2=CC(=CC=C12)C(=O)NNC1=C(C=CC=C1)F)=O